(R)-5-cyclopropyl-3-(trifluoromethyl)-5a,6,8,9-tetrahydropyrido[3',2':4,5]imidazo[1,2-a]pyrazin C1(CC1)N1C2=C(N3[C@@H]1CNCC3)N=CC(=C2)C(F)(F)F